(7-(5-(2-azaspiro[3.3]heptane-2-carbonyl)pyridin-3-yl)pyrazolo[1,5-a]pyridin-3-yl)(piperidin-1-yl)methanone C1N(CC12CCC2)C(=O)C=2C=C(C=NC2)C2=CC=CC=1N2N=CC1C(=O)N1CCCCC1